C(#N)C=1C=C(OC=2C=CC(=C3C(CCC23)=O)S(=NS(=O)(=O)C)(=O)CF)C=C(C1)F N-((7-(3-cyano-5-fluorophenoxy)-3-oxo-2,3-dihydro-1H-inden-4-yl)(fluoromethyl)(oxo)-λ6-sulfanylidene)methanesulfonamide